CN(CCCN(C(CCCCCCCCC)=O)C(CC(=O)NN=C(CCCCCCCC)CCCCCCCC)CCCCCCCCC)C N-[3-(dimethylamino)propyl]-N-{1-[N'-(heptadecan-9-ylidene)hydrazinocarbonyl]undec-2-yl}decanoamide